4,4-bis(((Z)-oct-5-en-1-yl)oxy)butyronitrile C(CCC\C=C/CC)OC(CCC#N)OCCCC\C=C/CC